C(C)(=O)NC1=CC=C(C=C1)C1=CC=C2C(=N1)SC(=N2)NC(C2=C(N=C(C=C2)C#N)N2CCOCC2)=O N-(5-(4-acetamidophenyl)thiazolo[5,4-b]pyridin-2-yl)-6-cyano-2-morpholinonicotinamide